6-chloro-5-(4-((5-chloro-3-ethyl-2-oxo-1,2,3,4-tetrahydroquinazolin-7-yl)methyl)piperazin-1-yl)-N-methylpicolinamide ClC1=C(C=CC(=N1)C(=O)NC)N1CCN(CC1)CC1=CC(=C2CN(C(NC2=C1)=O)CC)Cl